(1R,2S,3R,5R)-3-(4-Amino-5-cyclopropyl-7H-pyrrolo[2,3-d]pyrimidin-7-yl)-5-(((3-((3-phenoxyphenethyl)amino)propyl)amino)methyl)cyclopentane-1,2-diol NC=1C2=C(N=CN1)N(C=C2C2CC2)[C@H]2[C@@H]([C@@H]([C@H](C2)CNCCCNCCC2=CC(=CC=C2)OC2=CC=CC=C2)O)O